(1S,2R)-2-hydroxy-1,2-diphenylethane-1-aminium O[C@@H]([C@@H]([NH3+])C1=CC=CC=C1)C1=CC=CC=C1